ClC=1C=C(C=C(C1)Cl)NC(=S)N N-(3,5-dichlorophenyl)thiourea